5-benzyl-3-methyl-1H-1,2,4-triazole C(C1=CC=CC=C1)C1=NC(=NN1)C